C1(CC1)N1C=NC2=C1C=C(C=C2)\C=N\S(=O)C(C)(C)C (NE)-N-[(3-cyclopropylbenzimidazol-5-yl)methylene]-2-methyl-propane-2-sulfinamide